CN1C2=C(C=CC(=C2)[N+](=O)[O-])C(=O)OC1=O The molecule is a 3,1-benzoxazin-1,4-dione having an N-methyl substituent and a nitro group at the 7-position. It is a benzoxazine and a C-nitro compound.